perfluorooctylether FC(C(C(C(C(C(C(C(F)(F)F)(F)F)(F)F)(F)F)(F)F)(F)F)(F)F)(F)OC(C(C(C(C(C(C(C(F)(F)F)(F)F)(F)F)(F)F)(F)F)(F)F)(F)F)(F)F